C(#N)C1(CN(CCC1)C(=O)OC(C)(C)C)C1=CC=NN1C(F)F tert-butyl 3-cyano-3-(1-(difluoromethyl)-1H-pyrazol-5-yl)piperidine-1-carboxylate